1,4-diacetoxybicyclo[2.2.2]oct-2-ene C(C)(=O)OC12C=CC(CC1)(CC2)OC(C)=O